1-(2-(2,6-Dioxopiperidin-3-yl)-1-oxoisoindolin-5-yl)piperidine-4-carboxylic acid O=C1NC(CCC1N1C(C2=CC=C(C=C2C1)N1CCC(CC1)C(=O)O)=O)=O